COC1=NC=C(C=N1)N1C[C@@H](CC1)C=1C=C(C(=O)NC=2C=NC=C(C2)C(F)(F)F)C=CC1C (S)-3-(1-(2-methoxypyrimidin-5-yl)pyrrolidin-3-yl)-4-methyl-N-(5-(trifluoromethyl)pyridin-3-yl)benzamide